C(C)(C)C1=NC(=NC=C1)NCC1=C(N=NN1C)C1=CC=C(C(=N1)C)OCC1CCCC1 cis-3-(((6-(5-(((4-Isopropylpyrimidin-2-yl)amino)methyl)-1-methyl-1H-1,2,3-triazol-4-yl)-2-methylpyridin-3-yl)oxy)methyl)cyclopentan